CON=C(C)C1=CC(=C(C=C1)Br)OC 1-(4-bromo-3-methoxyphenyl)ethan-1-one O-methyloxime